1-tert-Butyl 3-ethyl 3-(fluoromethyl)piperidine-1,3-dicarboxylate FCC1(CN(CCC1)C(=O)OC(C)(C)C)C(=O)OCC